SCCCSCC1=CC=C(C=C1)CSCCCS 1,4-bis(Mercaptopropylthiomethyl)benzene